(E)-N-(4-(2-propylhydrazine-1-carbonyl)benzyl)-3-(pyridin-3-yl)acrylamide C(CC)NNC(=O)C1=CC=C(CNC(\C=C\C=2C=NC=CC2)=O)C=C1